2-(3,5-difluorophenyl)N-(4-(4-methoxy-2-nitrophenyl)pyridin-2-yl)acetamide FC=1C=C(C=C(C1)F)CC(=O)NC1=NC=CC(=C1)C1=C(C=C(C=C1)OC)[N+](=O)[O-]